FC1(CC(C1)C(N1C[C@]2(CCN3N=C(C=C32)C=3C=C(C(=NC3)N)C(F)(F)F)CC1)C=1NC=CN1)F 5-{(3R)-1-[(3,3-difluorocyclobutyl)(1H-imidazol-2-yl)methyl]-5',6'-dihydrospiro[pyrrolidine-3,4'-pyrrolo[1,2-b]pyrazol]-2'-yl}-3-(trifluoromethyl)pyridin-2-amine